(3R)-3-amino-5-[(4-chlorophenyl)methyl]-7-[5-(2,2-dimethylmorpholin-4-yl)-1,3,4-oxadiazol-2-yl]-8-fluoro-1,1-dioxo-2,3-dihydro-1lambda6,5-benzothiazepin-4-one N[C@H]1CS(C2=C(N(C1=O)CC1=CC=C(C=C1)Cl)C=C(C(=C2)F)C=2OC(=NN2)N2CC(OCC2)(C)C)(=O)=O